3-(5-bromo-2,3-dihydroxybenzylidene-amino)-1-hydroxy-4-(4-hydroxyphenyl)butan-2-one BrC=1C=C(C(=C(C=NC(C(CO)=O)CC2=CC=C(C=C2)O)C1)O)O